[Na+].ClC(C(=O)[O-])(F)F 2-chloro-2,2-difluoroacetic acid sodium salt